methyl 6-[[(7R)-3-cyclopropyl-5-[(2-fluoro-2-methyl-propyl)sulfamoyl]-7,8-dihydro-6H-cyclopenta[g]isoquinolin-7-yl]amino]pyridazine-3-carboxylate C1(CC1)C=1N=CC2=CC3=C(C(=C2C1)S(NCC(C)(C)F)(=O)=O)C[C@@H](C3)NC3=CC=C(N=N3)C(=O)OC